C(CCCCCCCCC)OC(CCCCC(=O)O)=O 6-(decyloxy)-6-oxohexanoic acid